[Na].C#C acetylene sodium